[C@@H]1([C@H](O)[C@H](O)[C@@H](CO)O1)N1C=NC=2C(N)=NC=NC12.[K] potassium adenosine